BrC=1C(=C2C(=NC1)NC[C@]21C[C@H](CC1)N1N=CC=C1C)Cl |r| (1RS,3SR)-5'-bromo-4'-chloro-3-(5-methyl-1H-pyrazol-1-yl)-1',2'-dihydrospiro[cyclopentane-1,3'-pyrrolo[2,3-b]pyridine]